FC=1C=C(C(=O)OC)C=C(C1[N+](=O)[O-])NCC1(CC1)CF Methyl 3-fluoro-5-(((1-(fluoromethyl)cyclopropyl)methyl)amino)-4-nitrobenzoate